CN(CCNC1=CC=2N(C(=C1)C1=CC=C(C#N)C=C1)N=CN2)C 4-(7-{[2-(dimethylamino)ethyl]amino}-[1,2,4]triazolo[1,5-a]pyridin-5-yl)benzonitrile